4-(1,6-dimethylpyrrolo[2,3-b]pyridin-4-yl)-7-[(5-piperazin-1-yl-2-pyridyl)amino]isoindolin-1-one CN1C=CC=2C1=NC(=CC2C2=C1CNC(C1=C(C=C2)NC2=NC=C(C=C2)N2CCNCC2)=O)C